3-(2,2,6,6-tetramethylpiperidyl)aminopropyltrimethoxysilane CC1(N(C(CCC1)(C)C)NCCC[Si](OC)(OC)OC)C